tert-butyl 3-(5-(3-cyano-6-(1-difluoromethyl-1H-pyrazol-4-yl) pyrazolo[1,5-a]pyridine-4-yl)pyrazin-2-yl)-3,6-diazabicyclo[3.1.1]heptan-6-carboxylate C(#N)C=1C=NN2C1C(=CC(=C2)C=2C=NN(C2)C(F)F)C=2N=CC(=NC2)N2CC1N(C(C2)C1)C(=O)OC(C)(C)C